allylpiperidine-4-carbonitrile C(C=C)N1CCC(CC1)C#N